(S)-N-(5-(2-(cyclopropanecarboxamido)imidazo[1,2-b]pyridazin-6-yl)-2-methylphenyl)-3-phenylisoxazolidine C1(CC1)C(=O)NC=1N=C2N(N=C(C=C2)C=2C=CC(=C(C2)N2OCC[C@H]2C2=CC=CC=C2)C)C1